C(C)OC(=O)C=1CNC2=CC=CC(C12)=CN1CCCC1 4-(1-pyrrolidinylmethylene)-1H-indole-3-carboxylic acid ethyl ester